methyl (3S)-2-(2-azabicyclo[2.1.1]hexan-4-ylmethyl)-3-ethyl-5-fluoro-3,4-dihydro-1H-isoquinoline-7-carboxylate C12NCC(C1)(C2)CN2CC1=CC(=CC(=C1C[C@@H]2CC)F)C(=O)OC